N-oleoyl-palmitoamide C(CCCCCCC\C=C/CCCCCCCC)(=O)NC(CCCCCCCCCCCCCCC)=O